4-((3-bromo-1,6-dimethyl-1H-pyrazolo[3,4-d]pyrimidin-4-yl)aminomethyl)benzene-1-sulfonamide BrC1=NN(C2=NC(=NC(=C21)NCC2=CC=C(C=C2)S(=O)(=O)N)C)C